C(C)NC(=O)C=1N=NC(=CC1NC1=NC=CC=C1S(=O)(=O)C)NC1=NC=C(C=C1)C(C)(C)O N-ethyl-6-((5-(2-hydroxypropan-2-yl)pyridin-2-yl)amino)-4-((3-(methylsulfonyl)pyridin-2-yl)amino)pyridazine-3-carboxamide